FC1=CC=C(C=C1)N1N=CC2=C1C=C1C(CN(CC1(C2)C(=O)C2=NC=CC(=C2)C(F)(F)F)S(=O)(=O)C=2C=NN(C2)C)(C)C (1-(4-fluorophenyl)-8,8-dimethyl-6-((1-methyl-1H-pyrazol-4-yl)sulfonyl)-1,4,5,6,7,8-hexahydro-4aH-pyrazolo[3,4-g]isoquinolin-4a-yl)(4-(trifluoromethyl)pyridin-2-yl)methanone